4-fluoro-2-((2-(trimethylsilyl)ethoxy)methyl)-2H-indazole-3-carbaldehyde FC=1C2=C(N(N=C2C=CC1)COCC[Si](C)(C)C)C=O